4-methoxy-1-oxo-spiro[indan-2,4'-piperidine]-1'-carboxylic acid tert-butyl ester C(C)(C)(C)OC(=O)N1CCC2(CC1)C(C1=CC=CC(=C1C2)OC)=O